2-(phenylamino)-3,5-dihydro-4H-imidazol-4-one C1(=CC=CC=C1)NC1=NCC(N1)=O